(S)-1,1,1-trifluoropropan-2-yl (4-cyclobutyl-3-(3,3-difluorocyclobutyl)-1-methyl-1H-pyrazol-5-yl)carbamate C1(CCC1)C=1C(=NN(C1NC(O[C@H](C(F)(F)F)C)=O)C)C1CC(C1)(F)F